C(C)(=O)O[C@H]1[C@@H]([C@@H](OC(C)=O)[C@H](OC(C)=O)[C@H](O1)COC(C)=O)N 1,3,4,6-tetra-O-acetyl-2-amino-2-deoxy-beta-D-glucopyranose